1-(3,4-dichlorobenzyl)imidazolin-2-imine Hydrobromide Br.ClC=1C=C(CN2C(NCC2)=N)C=CC1Cl